CN(C(CCCOC1=CC=C2CCC3(C2=C1)CCC(CC3)C(=O)O)=O)CCC3=CC(=CC=C3)OCCN3CCCC3 6'-{4-[methyl(2-{3-[2-(pyrrolidin-1-yl)ethoxy]phenyl}ethyl)amino]-4-oxobutoxy}-2',3'-dihydrospiro[cyclohexane-1,1'-indene]-4-carboxylic acid